rhodium (1,5-cyclooctadiene) chloride [Cl-].C1=CCCC=CCC1.[Rh+3].[Cl-].[Cl-]